C(C)(C)(C)OC(=O)N1CC2(NC3=NC(=C(C=C3CC2)Br)C)[C@H](C1)C (4S)-6'-bromo-4,7'-dimethyl-3',4'-dihydro-1'H-spiro[pyrrolidine-3,2'-[1,8]naphthyridine]-1-carboxylic acid tert-butyl ester